[Si].[Cr].[Fe] iron-chromium-silicon